Methyl 2-([1-[(2-ethoxyphenyl)methyl]-5-(1-methyl-1H-indazol-6-yl)-1H-pyrazol-3-yl]methoxy)-2-methylpropanoate C(C)OC1=C(C=CC=C1)CN1N=C(C=C1C1=CC=C2C=NN(C2=C1)C)COC(C(=O)OC)(C)C